methyl 6-((dimethylamino)methyl)-7-(naphthalen-1-ylmethyl)-5-oxo-8-(3-(trifluoromethyl)phenyl)-2,3-dihydro-5H-thiazolo[3,2-a]pyridine-3-carboxylate CN(C)CC1=C(C(=C2N(C1=O)C(CS2)C(=O)OC)C2=CC(=CC=C2)C(F)(F)F)CC2=CC=CC1=CC=CC=C21